Cl.N[C@@H](CCSC(C(=O)O)(C1=CC=CC=C1)C1=CC=CC=C1)CN=[N+]=[N-] (S)-2-((3-amino-4-azidobutyl)thio)-2,2-diphenylacetic acid hydrochloride